N(C1=CC=CC=C1)C1=C(NC2=C1C(NC1(C2)CCC1)=O)C1=CC(=NC=C1)NC(C(CC(F)F)C1=CC=C(C=C1)F)=O (-)-N-[4-(3'-Anilino-4'-oxo-1',4',5',7'-tetrahydrospiro[cyclobutan-1,6'-pyrrolo[3,2-c]pyridin]-2'-yl)pyridin-2-yl]-4,4-difluoro-2-(4-fluorophenyl)butanamid